sodium cyanate cyanate [O-]C#N.[O-]C#N.[Na+]